FC1=C(C=C2CC(C(C2=C1)NC(O[C@@H]1CN2CCC1CC2)=O)(C)C)C2=CC=C(C=C2)OCCC (S)-quinuclidin-3-yl (6-fluoro-2,2-dimethyl-5-(4-propoxyphenyl)-2,3-dihydro-1H-inden-1-yl)carbamate